2-bromo-3-fluoro-5-methylpyridine BrC1=NC=C(C=C1F)C